BrC1=CC=CC(=N1)C(C#N)(C)C=1C=NN(C1)C 2-(6-bromo-2-pyridinyl)-2-(1-methylpyrazol-4-yl)propionitrile